Cl.C(CCC)(N)N Z-butanediamine hydrochloride